nitrosoguanidine N=C(N)NN=O